methoxyethylene Glycol COC(CO)O